tert-butyl(tert-butoxycarbonyl)(2-(2-methyl-3-oxo-1-((2-(trimethylsilyl)ethoxy)methyl)-2,3-dihydro-1H-pyrazol-4-yl)pyrimidin-4-yl)carbamate C(C)(C)(C)OC(N(C1=NC(=NC=C1)C=1C(N(N(C1)COCC[Si](C)(C)C)C)=O)C(=O)OC(C)(C)C)=O